CN(C=1C=C2C(=CN1)O[C@]1(CN([C@H](C1)C)C(=O)OC(C)(C)C)C2)C tert-Butyl (2R,5'S)-5-(dimethylamino)-5'-methyl-3H-spiro[furo[2,3-c]pyridine-2,3'-pyrrolidine]-1'-carboxylate